1-indolepropanoic acid N1(C=CC2=CC=CC=C12)CCC(=O)O